COC1CCC(CC1)N1N=CC=2C1=NC(=NC2)NC2=CC=C1CCN(CC1=C2)C N-(1-((1r,4r)-4-methoxycyclohexyl)-1H-pyrazolo[3,4-d]pyrimidin-6-yl)-2-methyl-1,2,3,4-tetrahydroisoquinolin-7-amine